NC1=CC(=C(OC=2C=C(OCCOCCOC3CCN(CC3)C(=O)OC(C)(C)C)C=CC2)C=C1)C=1C2=C(C(N(C1)C)=O)N(C=C2)S(=O)(=O)C2=CC=C(C=C2)C tert-butyl 4-[2-[2-[3-[4-amino-2-[6-methyl-7-oxo-1-(p-tolylsulfonyl)pyrrolo[2,3-c]pyridin-4-yl]phenoxy]phenoxy]ethoxy]ethoxy]piperidine-1-carboxylate